C=1(C(=CC=C2C3=CC=CC=C3CC12)C=CC(=O)O)C=CC(=O)O.C1(=CC=CC=C1O)C.C1(=CC=CC=C1O)C bis-cresol fluorenediacrylate